(E)-ethyl 3-(5-(3-(4-chlorobenzoyl)-4,5-dimethylthiophen-2-yl)-1-methyl-2-oxo-1,2-dihydropyridin-4-yl)acrylate ClC1=CC=C(C(=O)C2=C(SC(=C2C)C)C=2C(=CC(N(C2)C)=O)/C=C/C(=O)OCC)C=C1